N1(CCOCC1)CC1=CC=C(COC2=C3CN(C(C3=CC=C2)=O)C2CNCCC2)C=C1 3-[4-(4-morpholin-4-ylmethyl-benzyloxy)-1-oxo-1,3-dihydro-isoindol-2-yl]-piperidine